CC1(CCCCC1)OC(C)OC(=O)C1C2C3C4C=CC(C3C(C1)C2)C4 8-(1-(1-methylcyclohexyloxy)ethoxycarbonyl)-tetracyclo[4.4.0.12,5.17,10]-3-dodecene